O=C1NC(CC[C@@H]1N1C(C2=CC=C(C=C2C1=O)N1CCC(CC1)CCCN1CCN(CC1)C1=CC=C(C=C1)NC1=C2N=CN(C2=NC=N1)C1CC(C1)NC(CC1=CC=CC=C1)=O)=O)=O N-((1s,3s)-3-(6-((4-(4-(3-(1-(2-(2,6-dioxopiperidin-3-yl)-1,3-dioxoisoindolin-5-yl)piperidin-4-yl)propyl)piperazin-1-yl)phenyl)amino)-9H-purin-9-yl)cyclobutyl)-2-phenylacetamide